O1C2=C(NCC1)N=C(C=C2)C(CC(=O)O)N2N=CC1=CC(=CC=C21)OCCC2=NC=1NCCCC1C=C2 3-(3,4-Dihydro-2H-pyrido[3,2-b][1,4]oxazin-6-yl)-3-(5-(2-(5,6,7,8-tetrahydro-1,8-naphthyridin-2-yl)ethoxy)-1H-indazol-1-yl)propanoic acid